C1(=CC=CC=C1)COC1CC(C1)CN(C(OC(C)(C)C)=O)C(=O)OC(C)(C)C tert-butyl N-[(3-phenylmethyloxycyclobutyl) methyl]-N-tert-butoxycarbonyl-carbamate